FC=1C=C(C=C(C1)F)C1=C(C(=NC=C1)CC(=O)OC(C)(C)C)F tert-butyl 2-[4-(3,5-difluorophenyl)-3-fluoropyridin-2-yl]acetate